C(C)[C@H]1N(C[C@@H](N(C1)C=1C=2N=C(N(C2NC(N1)=O)C[C@H]1OCCC1)C)C)C(C(C)C)C1=CC(=C(C=C1)C(F)(F)F)F 6-((2S,5R)-5-ethyl-4-(1-(3-fluoro-4-(trifluoromethyl)phenyl)-2-methylpropyl)-2-methylpiperazin-1-yl)-8-methyl-9-(((S)-tetrahydrofuran-2-yl)methyl)-3,9-dihydro-2H-purin-2-one